6-((4-methoxyphenyl)sulfonyl)-2-((4-methyl-1H-pyrazol-3-yl)methyl)phthalazin-1(2H)-one COC1=CC=C(C=C1)S(=O)(=O)C=1C=C2C=NN(C(C2=CC1)=O)CC1=NNC=C1C